ClC1=C(C=NO)C=CC(=C1)OCC=1C(=NOC1C1CC1)C1=C(C=CC=C1Cl)Cl 2-chloro-4-((5-cyclopropyl-3-(2,6-dichlorophenyl)isoxazol-4-yl)methoxy)benzaldehyde oxime